6-chloro-N-[(3R,5S)-5-fluoro-1-methyl-3-piperidinyl]-5-methyl-1,2,4-triazin-3-amine ClC1=C(N=C(N=N1)N[C@H]1CN(C[C@H](C1)F)C)C